ClC=1C=NC(=NC1)NC(CN1C(C2=C(C3(C1)CC3)C=C(S2)CC)=O)=O N-(5-Chloropyrimidin-2-yl)-2-{2'-ethyl-7'-oxo-6',7'-dihydro-5'H-spiro[cyclopropane-1,4'-thieno[2,3-c]pyridin]-6'-yl}acetamide